C1=CC(=CC=C1/C=C/C=O)[N+](=O)[O-] p-nitrocinnamaldehyde